C[C@@H]1N(C2=CC=C3C(=C2CC1)N=C(N3CC(NCCC3=NC=CC=C3)=O)CCN3C(C=CC=C3)=O)C(=O)OC methyl (7S)-7-methyl-2-[2-(2-oxo-1,2-dihydropyridin-1-yl)ethyl]-3-({[2-(pyridin-2-yl)ethyl]carbamoyl}methyl)-3H,6H,7H,8H,9H-imidazo[4,5-f]quinoline-6-carboxylate